(R)-2-((1-(2-(2-azadispiro[3.1.36.14]decan-2-yl)-3,7-dimethyl-4-oxo-4H-pyrido[1,2-a]pyrimidin-9-yl)ethyl)amino)benzoic acid C1N(CC12CC1(CCC1)C2)C=2N=C1N(C(C2C)=O)C=C(C=C1[C@@H](C)NC1=C(C(=O)O)C=CC=C1)C